C(C)(C)(C)OC(=O)N1C(CC(C1)O)CO[Si](C1=CC=CC=C1)(C1=CC=CC=C1)C(C)(C)C 2-(((tert-butyl-diphenylsilyl)oxy)methyl)-4-hydroxypyrrolidine-1-carboxylic acid tert-butyl ester